FC=1C(=NC=C(C1)C(C(C(F)(F)F)(F)F)(F)F)C=1C(=C(C(=O)N)C=C(C1)[N+](=O)[O-])SC1=NN=NN1CCOCC(C)(C)O [3-fluoro-5-(1,1,2,2,3,3,3-heptafluoropropyl)-2-pyridyl]-2-[1-[2-(2-hydroxy-2-methyl-propoxy)ethyl]tetrazol-5-yl]sulfanyl-5-nitro-benzamide